(1,2-butanediol) monomethacrylate C(C(=C)C)(=O)O.C(C(CC)O)O